rel-(S)-6-((5-cyclopentyl-3-methyl-1-oxoisoindolin-2-yl)methyl)benzo[d]oxazol-2(3H)-one C1(CCCC1)C=1C=C2[C@@H](N(C(C2=CC1)=O)CC1=CC2=C(NC(O2)=O)C=C1)C |o1:8|